BrC1=CC=2N(C3=CC(=CC=C3C2C=C1)Br)C(CCCCCCCC)CCCCCCCC 2,7-dibromo-9-(9-heptadecyl)carbazole